C(C)OC(=O)C=1C=CC=2N(C1)N=C(C2C)C=2N(C1=C(C=CC=C1C2)C2CN(C2)C(=O)C2CCC(CC2)O)CC2CC2 2-(1-(Cyclopropylmethyl)-7-(1-((1r,4r)-4-hydroxycyclohexane-1-carbonyl)azetidin-3-yl)-1H-indol-2-yl)-3-methylpyrazolo[1,5-a]pyridine-6-carboxylic acid ethyl ester